C(C)N1C(=NN=C(C1=O)C1=C(C2=C(SC=C2)C=C1)O)N[C@H]1CN(CCC1)C (R)-4-ethyl-6-(4-hydroxybenzo[b]thiophen-5-yl)-3-((1-methylpiperidin-3-yl)amino)-1,2,4-triazine-5(4H)-one